5,6-dimethyl-1-indanone CC=1C=C2CCC(C2=CC1C)=O